4,4,4-TRIFLUOROBUT-2-YNOIC ACID FC(C#CC(=O)O)(F)F